(6-(hydroxymethyl)pyridin-3-yl)boronic acid OCC1=CC=C(C=N1)B(O)O